ClC=1C=C2C(=NC1)C(=CO2)C=2C=C(C=CC2)S(=O)(=O)N(C)C 3-(6-chlorofuro[3,2-b]pyridin-3-yl)-N,N-dimethylbenzenesulfonamide